OCCCCP(OC)(OC)=O dimethyl (4-hydroxy butyl)phosphonate